N-(7-(2-(4-methylpiperazin-1-yl)ethoxy)-5-((tetrahydro-2H-pyran-4-yl)oxy)quinazolin-4-yl)benzo[d]thiazol-6-amine CN1CCN(CC1)CCOC1=CC(=C2C(=NC=NC2=C1)NC1=CC2=C(N=CS2)C=C1)OC1CCOCC1